2-(dimethylphosphoryl)-4-(3-ethyl-1H-pyrrol-5-yl)benzamide 4-[2-(6-hydroxybenzo[1,3]-dioxole-5-yl)-2H-benzotriazole-5-yl]butylmethacrylate OC=1C(=CC2=C(OCO2)C1)N1N=C2C(=N1)C=CC(=C2)CCCCOC(C(=C)C)=O.CP(=O)(C)C2=C(C(=O)N)C=CC(=C2)C2=CC(=CN2)CC